tert-butyl (3-chloro-3-(hydroxyimino)propyl)carbamate ClC(CCNC(OC(C)(C)C)=O)=NO